C(C)(C)(C)OC(=O)N1C2CC(C1C(=O)O)C2 2-(tert-butyloxycarbonyl)-2-azabicyclo[2.1.1]hexane-3-carboxylic acid